N1C=C(C2=CC=CC=C12)C(CI)=O 1-(1H-indol-3-yl)-2-iodoethan-1-one